2-(cyanomethyl)pyridine C(#N)CC1=NC=CC=C1